3-(acryloxypropoxy)-4-methylcoumarin C(C=C)(=O)OCCCOC=1C(OC2=CC=CC=C2C1C)=O